N-(3-(5-cyano-3-(dimethylamino)quinoxalin-6-ylamino)-4-fluorophenyl)benzenesulfonamide C(#N)C1=C2N=C(C=NC2=CC=C1NC=1C=C(C=CC1F)NS(=O)(=O)C1=CC=CC=C1)N(C)C